C(#N)[C@H](CC1=CC=C(C=C1)C=1C=CC2=C(N(C(O2)=O)C)C1)NC(=O)[C@H]1OC[C@@](CNC1)(CCC)O (2S,6S)-N-((S)-1-cyano-2-(4-(3-methyl-2-oxo-2,3-dihydrobenzo[d]oxazol-5-yl)phenyl)ethyl)-6-hydroxy-6-propyl-1,4-oxazepane-2-carboxamide